C(C)OC(=O)C1=CC=2C(=NC(=CC2)N2CCOCC2)N1CC1CC1 1-(cyclopropylmethyl)-6-(morpholin-4-yl)-1H-pyrrolo[2,3-b]pyridine-2-carboxylic acid ethyl ester